4-(2-(N-(4-chlorobenzyl)-(2,3,4,5,6-pentafluorophenyl)sulfonamido)-N-(3,5-di-tert-butylphenyl)acetamido)benzoic acid ClC1=CC=C(CN(S(=O)(=O)C2=C(C(=C(C(=C2F)F)F)F)F)CC(=O)N(C2=CC(=CC(=C2)C(C)(C)C)C(C)(C)C)C2=CC=C(C(=O)O)C=C2)C=C1